butenoic acid anhydride C(C=CC)(=O)OC(C=CC)=O